1-(5-methoxy-2-(1-(6-methylpyridin-2-yl)cyclohexane-1-carbonyl)phenyl)piperidin COC=1C=CC(=C(C1)N1CCCCC1)C(=O)C1(CCCCC1)C1=NC(=CC=C1)C